BrC=1C(=NC=C(C1)I)N[C@@H]1C[C@H](CC1)NC1=NC=C(C=N1)OC(F)F (1s,3s)-N1-(3-bromo-5-iodopyridin-2-yl)-N3-(5-(difluoromethoxy)pyrimidin-2-yl)cyclopentane-1,3-diamine